C(CCCCCCCCCCC)N1C=[N+](C=C1)CCCC 1-(1-dodecyl)-3-butylimidazolium